O1C=NC=C1C=1C=C(N)C=CC1 3-oxazol-5-ylaniline